OC[C@@H]1CO[C@@H](CN1)C(=O)N (2S,5R)-5-(hydroxymethyl)morpholine-2-carboxamide